3-(3-fluoropyridin-2-yl)-6,7,7a,8,10,11-hexahydro-9H-pyrazino[1,2-d]pyrido[3,2-b][1,4]oxazepin FC=1C(=NC=CC1)C1=CC=2OCCC3N(C2N=C1)CCNC3